ClC1=CC=C(CN2CC(OCCC2)CCl)C=C1 4-(4-chlorobenzyl)-2-(chloromethyl)-1,4-oxazepane